(azidomethyl)-4-(4-fluorophenyl)-5-hydroxy-5-methylfuran-2(5H)-one N(=[N+]=[N-])CC=1C(OC(C1C1=CC=C(C=C1)F)(C)O)=O